1-ethyl-3,4-dihydro-6-(2-propen-1-yloxy)-2-[4-(2-propen-1-yloxy)phenyl]naphthalene nitrogen [N].C(C)C1=C(CCC2=CC(=CC=C12)OCC=C)C1=CC=C(C=C1)OCC=C